N-[(2R,3R)-1-[2-[3-Cyclopropyl-5-(trifluoromethyl)pyrazol-1-yl]acetyl]-2-[2-methyl-3-(trideuteriomethoxy)phenyl]pyrrolidin-3-yl]-4-methyl-5-oxo-pyrazine-2-carboxamide C1(CC1)C1=NN(C(=C1)C(F)(F)F)CC(=O)N1[C@@H]([C@@H](CC1)NC(=O)C=1N=CC(N(C1)C)=O)C1=C(C(=CC=C1)OC([2H])([2H])[2H])C